2-(N-methylamino)benzothiazole tert-butyl-(3R,4R)-4-(((R)-tert-butylsulfinyl)amino)-3-methyl-2-oxa-8-azaspiro[4.5]decane-8-carboxylate C(C)(C)(C)OC(=O)N1CCC2([C@H]([C@H](OC2)C)N[S@](=O)C(C)(C)C)CC1.CNC=1SC2=C(N1)C=CC=C2